3-((5-(3-methylimidazo[1,2-a]pyrimidin-6-yl)pyrrolo[2,1-f][1,2,4]triazin-2-yl)amino)cyclobutan-1-ol CC1=CN=C2N1C=C(C=N2)C=2C=CN1N=C(N=CC12)NC1CC(C1)O